FC1=C(C=CC=C1)C1=NC=CC(=C1)NC1=NC=NC2=CC(=C(C=C12)NC(C=C)=O)OCCCN1CCN(CC1)CCO N-(4-((2-(2-fluorophenyl)pyridin-4-yl)amino)-7-(3-(4-(2-hydroxyethyl)piperazine-1-yl)propoxy)quinazolin-6-yl)acrylamide